NC1=C2C(=C3C(=N1)C=C(S3)C)N(C(=N2)CCCC)CC2CCN(CC2)C(CCOCCOCCN)=O 1-(4-((4-amino-2-butyl-7-methyl-1H-imidazo[4,5-d]thieno[3,2-b]pyridin-1-yl)methyl)piperidin-1-yl)-3-(2-(2-aminoethoxy)ethoxy)propan-1-one